ClCCCCCCCCCCCl 1,10-dichloro-decane